(1R,3S,4R)-N-((S)-1-cyano-2-((S)-2-oxopyrrolidin-3-yl)ethyl)-5,5-difluoro-2-((2,2,2-trifluoroacetyl)-D-leucyl)-2-azabicyclo[2.2.2]octane-3-carboxamide C(#N)[C@H](C[C@H]1C(NCC1)=O)NC(=O)[C@H]1N([C@H]2CC([C@@H]1CC2)(F)F)C([C@H](NC(C(F)(F)F)=O)CC(C)C)=O